Cl.F[P-](F)(F)(F)(F)F.N1(N=NC2=C1N=CC=C2)OC(=[N+](C)C)N(C)C O-(7-azabenzotriazol-1-yl)-N,N,N',N'-tetramethyluronium hexafluorophosphate HCl